diazaborole-3,4,5-tricarbonitrile N1=NB(C(=C1C#N)C#N)C#N